(E)-ethyl 2-(2-(4-bromophenyl)hydrazono)-3-oxobutanoate BrC1=CC=C(C=C1)N\N=C(\C(=O)OCC)/C(C)=O